2-[(2,4-dimethylthiazol-5-yl)methoxyimino]-N-(1-methylcyclopropyl)-3-[(1-methylpyrazol-4-yl)methyl]-4-oxo-1H-quinazoline-6-sulfonamide CC=1SC(=C(N1)C)CON=C1NC2=CC=C(C=C2C(N1CC=1C=NN(C1)C)=O)S(=O)(=O)NC1(CC1)C